The molecule is a tetracyclic diterpenoid that is 3b,4,5,5a,6,7,8,9,9a,9b,10,11-dodecahydrophenanthro[1,2-c]furan substituted by methyl groups at positions 3b, 6 and 9 and a carboxy group at position 6. Isolated from Spongia, it exhibits inhibitory activity against androgen receptor. It has a role as a metabolite and an androgen antagonist. It is a tetracyclic diterpenoid, a monocarboxylic acid and a cyclic ether. C[C@]12CCC[C@]([C@@H]1CC[C@@]3([C@@H]2CCC4=COC=C43)C)(C)C(=O)O